C(C)N1C(C2=CC=C(C=C2C1(C)C)NC1=NC=C(C(=C1)N[C@H](CO)C1=CC=CC=C1)C=1OC=NN1)=O (S)-2-ethyl-5-((4-((2-hydroxy-1-phenylethyl)amino)-5-(1,3,4-oxadiazol-2-yl)pyridin-2-yl)amino)-3,3-dimethylisoindolin-1-one